((1S,6R,7S)-7-(5-methylisoxazol-3-yl)-3-(3-(8-(trifluoromethyl)quinolin-5-yl)-1H-pyrazolo[3,4-b]pyrazin-6-yl)-3-azabicyclo[4.1.0]heptan-7-yl)methanamine CC1=CC(=NO1)[C@]1([C@@H]2CCN(C[C@H]12)C1=CN=C2C(=N1)NN=C2C2=C1C=CC=NC1=C(C=C2)C(F)(F)F)CN